phosphole gold [Au].P1C=CC=C1